ClC=1C=C(C=NC1N1CC(C1)OC(C(F)(F)F)C)C(=O)N1CCN(CC1)C=1OC=2C(=NC(=CC2)C)N1 [5-chloro-6-[3-(2,2,2-trifluoro-1-methyl-ethoxy)azetidin-1-yl]-3-pyridyl]-[4-(5-methyloxazolo[4,5-b]pyridin-2-yl)piperazin-1-yl]methanone